OC=1C=C(C(=O)O)C=CN1 2-hydroxyisonicotinic acid